FC(C1=CC=C2C(=N1)C(NC2)=O)(F)F 2-(trifluoromethyl)-5,6-dihydro-7H-pyrrolo[3,4-b]pyridin-7-one